4-(4-(4-(2-(2-aminopyridin-3-yl)-5-phenyl-3H-imidazo[4,5-b]pyridin-3-yl)benzyl)piperazine-1-carbonyl)-2-hydroxybenzaldehyde NC1=NC=CC=C1C1=NC=2C(=NC(=CC2)C2=CC=CC=C2)N1C1=CC=C(CN2CCN(CC2)C(=O)C2=CC(=C(C=O)C=C2)O)C=C1